ethyl (S)-α-hydroxyphenylacetate O[C@H](C(=O)OCC)C1=CC=CC=C1